CC1(CCCC2(CC3(OC3)CCC12)C)C 4,4,8a-Trimethylspiro[2,3,4a,5,6,8-hexahydro-1H-naphthalene-7,2'-oxirane]